tert-butyl 1-(3-bromo-4-(methoxycarbonyl)phenyl)piperidine-4-carboxylate BrC=1C=C(C=CC1C(=O)OC)N1CCC(CC1)C(=O)OC(C)(C)C